O[C@H]1[C@@](COC1)(C)N1[C@H](CN(CC1)C=1C=C2C=C(N=CC2=CC1C)NC(=O)[C@@H]1CC12CCOCC2)C (1R)-N-(6-((S)-4-((3S,4S)-4-hydroxy-3-methyltetrahydrofuran-3-yl)-3-methylpiperazin-1-yl)-7-methylisoquinolin-3-yl)-6-oxaspiro[2.5]octane-1-carboxamide